ClC1=CC=C(C=C1)C1=NC(=NC(=C1)N1CCC(CC1)C1=CC(=CC(=C1)Cl)Cl)C=1C=NC=CC1 4-(4-chlorophenyl)-6-(4-(3,5-dichlorophenyl)piperidin-1-yl)-2-(pyridin-3-yl)pyrimidine